2-methoxy-5-(2-methyl-1-oxoisoquinolin-4-yl)benzenesulfonamide COC1=C(C=C(C=C1)C1=CN(C(C2=CC=CC=C12)=O)C)S(=O)(=O)N